C(C)N(C(C1=C(C=CC(=C1)F)OC1=C(N=CN=N1)N1CC2(CN(C2)C(C(C)C)C[C@@H](CN(C)CC)O)CC1)=O)C(C)C N-ethyl-2-((5-(2-((3x-s,5s)-6-(ethyl-(methyl)amino)-5-hydroxy-2-methylhex-3-yl)-2,6-diazaspiro[3.4]oct-6-yl)-1,2,4-triazin-6-yl)oxy)-5-fluoro-N-isopropylbenzamide